3-((S)-3-methylmorpholine-4-carbonyl)-5-(5-methylthiazol-2-yl)-N-((R)-1-(2-(trifluoromethyl)pyrimidin-5-yl)ethyl)benzamide C[C@@H]1N(CCOC1)C(=O)C=1C=C(C(=O)N[C@H](C)C=2C=NC(=NC2)C(F)(F)F)C=C(C1)C=1SC(=CN1)C